COC1=C2CCC(OC2=CC(=C1)OC)=O 5,7-di-methoxychromanone